FC=1C=CC=2N(C1)C=C(N2)CN2N=C(C=C2C)NC(=O)C=2C=NC=CC2 N-[1-[(6-fluoroimidazo[1,2-a]pyridin-2-yl)methyl]-5-methyl-1H-pyrazol-3-yl]-3-pyridinecarboxamide